BrC1=C(N(N=C1)C)C1=C(C#N)C(=CC(=C1)OC(F)(F)F)OC1CC1 2-(4-bromo-2-methyl-pyrazol-3-yl)-6-(cyclopropoxy)-4-(trifluoromethoxy)benzonitrile